chloro(2-dicyclohexylphosphino-2',6'-diisopropoxy-1,1-biphenyl) ClC=1C(=C(C=CC1)C1=C(C=CC=C1OC(C)C)OC(C)C)P(C1CCCCC1)C1CCCCC1